(S)-(1-amino-1-oxopentan-2-yl)carbamic acid benzyl ester C(C1=CC=CC=C1)OC(N[C@H](C(=O)N)CCC)=O